3-{3-[(2-methoxyethyl)sulfonyl]-phenyl}-3-[4-(7H-pyrrolo[2,3-d]pyrimidin-4-yl)-1H-pyrazol-1-yl]propanenitrile trifluoroacetate FC(C(=O)O)(F)F.COCCS(=O)(=O)C=1C=C(C=CC1)C(CC#N)N1N=CC(=C1)C=1C2=C(N=CN1)NC=C2